(1R,4S)-N-(2-fluoro-4-methyl-5-(pyrrolo[2,1-f][1,2,4]triazin-2-yl)phenyl)-3,4-dihydro-1,4-methanoisoquinoline-2(1H)-carboxamide FC1=C(C=C(C(=C1)C)C1=NN2C(C=N1)=CC=C2)NC(=O)N2[C@H]1C3=CC=CC=C3[C@@H](C2)C1